O[C@]1(CN2[C@H](CO1)CN(CC2)C(=O)C2=C(C(=CC=C2)C=2C=NNC2)Cl)C=2C=NC(=CC2)C(F)(F)F [(3R,9aS)-3-hydroxy-3-[6-(trifluoromethyl)-3-pyridyl]-1,4,6,7,9,9a-hexahydropyrazino[2,1-c][1,4]oxazin-8-yl]-[2-chloro-3-(1H-pyrazol-4-yl)phenyl]methanone